CC=1C=C(CNC2=NC=3C=C(C=CC3C=3N2N=C(N3)[C@H]3CC[C@@H](N(C3)C=3C=NN(C3)CC(C)(O)C)CC)OC)C=CC1C trans-1-(4-(5-(5-((3,4-dimethylbenzyl)amino)-8-methoxy-[1,2,4]triazolo[1,5-c]quinazolin-2-yl)-2-ethylpiperidin-1-yl)-1H-pyrazol-1-yl)-2-methylpropan-2-ol